(3aR,5s,6aS)-N-(6-(cyclohexylsulfonyl)pyridazin-3-yl)-2-(pyridin-2-ylmethyl)octahydrocyclopenta[c]pyrrol-5-amine C1(CCCCC1)S(=O)(=O)C1=CC=C(N=N1)NC1C[C@@H]2[C@@H](CN(C2)CC2=NC=CC=C2)C1